5-chloro-6-methylpyrazin ClC=1N=CC=NC1C